C(C)C1=C(N=CS1)C(=O)N 5-ethyl-1,3-thiazole-4-carboxamide